2-Chloro-4-((S)-8-(6-(3-((4-(3-(((R)-2,6-dioxopiperidin-3-yl)amino)phenyl)piperidin-1-yl)methyl)azetidine-1-carbonyl)pyridazin-3-yl)-3-methyl-2,8-diazaspiro[4.5]decan-2-yl)benzonitrile ClC1=C(C#N)C=CC(=C1)N1CC2(C[C@@H]1C)CCN(CC2)C=2N=NC(=CC2)C(=O)N2CC(C2)CN2CCC(CC2)C2=CC(=CC=C2)N[C@H]2C(NC(CC2)=O)=O